2,3,5,6-tetrafluorobenzyl-(1R,3S)-3-(2,2-dichlorovinyl)-2,2-dimethylcyclopropanecarboxylic acid FC1=C(C[C@@]2(C([C@@H]2C=C(Cl)Cl)(C)C)C(=O)O)C(=C(C=C1F)F)F